trans-2-[3',5'-difluoro-4'-ethoxy-(1,1'-biphenyl)-4-yl]-5-pentyl-1,3-dioxane FC=1C=C(C=C(C1OCC)F)C1=CC=C(C=C1)[C@@H]1OC[C@H](CO1)CCCCC